hydroxy-N-methyl-3-(1-methyl-1H-pyrazol-3-yl)propanamide OC(C(=O)NC)CC1=NN(C=C1)C